[Cl-].C(C=C)C(CC=C)[NH2+]NC(C)=O Diallylmethylacetamidyl-ammonium chloride